O1[C@@H](CCC=C1)[C@H](CO)N[S@@](=O)C(C)(C)C (S)-N-[(1S)-1-[(2S)-3,4-dihydro-2H-pyran-2-yl]-2-hydroxy-ethyl]-2-methyl-propane-2-sulfinamide